PHENYL-PROPANAL Dimethyl-4-hydroxycyclopentane-1,2-dicarboxylate COC(=O)C1C(CC(C1)O)C(=O)OC.C1(=CC=CC=C1)C(C=O)C